CN1[C@@H]2[C@H](OCC1)CN(C2)C=2N=NC=CN2 3-[(4aS,7aR)-4-methylhexahydropyrrolo[3,4-b][1,4]oxazin-6(2H)-yl]-1,2,4-triazin